OCCN(C(OCC1=CC=CC=C1)=O)C Benzyl N-(2-hydroxy ethyl)-N-methylcarbamate